hexyl behenate (hexyl benzoate) C(CCCCC)C1=C(C(=O)O)C=CC=C1.C(CCCCCCCCCCCCCCCCCCCCC)(=O)OCCCCCC